C(CCCCC)C1=C(C=CC(=C1)CCCCCCC)O 2-Hexyl-4-heptylphenol